(10E)-16-(5-methyl-4-prop-2-enoyl-2,3-dihydroquinoxalin-1-yl)-8-oxa-2,14,20,21-tetrazatetracyclo[12.6.2.13,7.018,22]tricosa-1(20),3,5,7(23),10,16,18,21-octaen-15-one CC1=C2N(CCN(C2=CC=C1)C=1C(N2CC/C=C/COC=3C=CC=C(NC4=NC=C(C1)C2=N4)C3)=O)C(C=C)=O